N3,N3'-(5-amino-3-iminopyridine-2,6(1H,3H)-diylidene)bis(N2,N2-dimethylpyrazolo[1,5-a]pyridine-2,3-diamine) NC1=CC(C(NC1=NC=1C(=NN2C1C=CC=C2)N(C)C)=NC=2C(=NN1C2C=CC=C1)N(C)C)=N